(2S,3S,4S)-3-acetamido-1-(2-(3-acetyl-5-(2-methylpyrimidin-5-yl)-1H-indazol-1-yl)acetyl)-N-(6-bromopyridin-2-yl)-4-fluoropyrrolidine-2-carboxamide C(C)(=O)N[C@H]1[C@H](N(C[C@@H]1F)C(CN1N=C(C2=CC(=CC=C12)C=1C=NC(=NC1)C)C(C)=O)=O)C(=O)NC1=NC(=CC=C1)Br